FC=1C=C(C=NC1)C=1C=C(C=CC1C)NC(=O)N1[C@H]2C[C@@H](C[C@@]1(C2)C=2OC(=NN2)C)C (1R,3S,5S)-N-(3-(5-fluoropyridin-3-yl)-4-methylphenyl)-3-methyl-1-(5-methyl-1,3,4-oxadiazol-2-yl)-6-azabicyclo[3.1.1]heptane-6-carboxamide